N-[(2S)-1-(1H-1,3-benzodiazol-2-yl)-1-oxo-3-[(3S)-2-oxopyrrolidin-3-yl]propan-2-yl]-2-(4-methoxy-1H-indole-2-carbonyl)-hexahydro-1H-cyclopenta[c]pyrrole-1-carboxamide N1C(=NC2=C1C=CC=C2)C([C@H](C[C@H]2C(NCC2)=O)NC(=O)C2N(CC1C2CCC1)C(=O)C=1NC2=CC=CC(=C2C1)OC)=O